C1(CC1)S(=O)(=O)N1[C@@H](CCC1)/C=C/S(=O)(=O)NC(NC1=C2CCCC2=CC=2CCCC12)=O (S,E)-2-(1-(Cyclopropylsulfonyl)pyrrolidin-2-yl)-N-((1,2,3,5,6,7-hexahydro-s-indacen-4-yl)carbamoyl)ethen-1-sulfonamid